2-(9-aza-Bicyclo[3.3.1]Non-9-yl)ethan-1-amine C12CCCC(CCC1)N2CCN